FC1=C(C(=CC=C1)F)C1=C(C=CC=C1)[C@]1([C@@H](C1)C(=O)OCC)F |r| rac-ethyl (1S,2S)-2-(2',6'-difluoro[1,1'-biphenyl]-2-yl)-2-fluorocyclopropane-1-carboxylate